C(C)C1=C(C2=CC=CC=C2C(=C1)OC(=O)OCCCCCCCC)OC(=O)OCCCCCCCC 2-ethyl-1,4-bis(n-octyloxycarbonyloxy)naphthalene